ClCC1=C2N(N=N1)CCC2 3-(chloromethyl)-5,6-dihydro-4H-pyrrolo[1,2-c]triazole